CN(CCNC1=NC=C(C(=N1)NC1=CC=CC=C1)C(=O)N)C 2-(2-(dimethylamino)ethylamino)-4-(phenylamino)pyrimidine-5-carboxamide